CC1=C(C2=C(N=C(N=C2)SC)N(C1=O)CC1=CN=CN1C(=O)OC(C)(C)C)C#C[Si](C(C)C)(C(C)C)C(C)C tert-butyl 5-{[6-methyl-2-(methylsulfanyl)-7-oxo-5-[2-(triisopropylsilyl)ethynyl]pyrido[2,3-d]pyrimidin-8-yl]methyl}imidazole-1-carboxylate